(S)-2-(6-chloro-4-oxo-benzo[d][1,2,3]triazin-3(4H)-yl)-N-(1-p-tolylethyl)acetamide ClC1=CC2=C(N=NN(C2=O)CC(=O)N[C@@H](C)C2=CC=C(C=C2)C)C=C1